N-(2-(2-(2,2-difluoroethoxy)pyrimidin-4-yl)-1H-pyrrolo[3,2-c]pyridin-6-yl)-1,3-dimethyl-1H-pyrazole-4-carboxamide FC(COC1=NC=CC(=N1)C1=CC=2C=NC(=CC2N1)NC(=O)C=1C(=NN(C1)C)C)F